[Cu+2].[Cu+].C(C)#N.C(C)#N.C(C)#N.C(C)#N tetrakis(acetonitrile) copper (I) copper